((3-acetamido-4-((4-methyl-5-nitrothiazol-2-yl)carbamoyl)phenyl)amino)pentanoic acid C(C)(=O)NC=1C=C(C=CC1C(NC=1SC(=C(N1)C)[N+](=O)[O-])=O)NC(C(=O)O)CCC